C1(CC1)C(=O)NC1=NC=CC(=C1)C1=CC(=C(CNC(=O)C2=NC(=NO2)C(CF)(C)C)C=C1)C N-(4-(2-(cyclopropanecarboxamido)pyridin-4-yl)-2-methylbenzyl)-3-(1-fluoro-2-methylpropan-2-yl)-1,2,4-oxadiazole-5-carboxamide